4,4'-furan-2,5-diylbis(2-fluorobenzamide) O1C(=CC=C1C1=CC(=C(C(=O)N)C=C1)F)C1=CC(=C(C(=O)N)C=C1)F